ClC1=NN(C=C1C=O)C1CCN(CC1)C(=O)OC(C)(C)C tert-butyl 4-(3-chloro-4-formyl-pyrazol-1-yl)piperidine-1-carboxylate